ClC1=C(C=C2C=CN(C2=C1)C1=CC=C(C=C1)C(F)(F)F)NC(OC(C)(C)C)=O tert-butyl (6-chloro-1-(4-(trifluoromethyl)phenyl)-1H-indol-5-yl)-carbamate